5-((5,5-Difluoro-6-(4-(quinoxalin-2-yl)-1H-pyrazol-1-yl)hexyl)amino)-2-(2,6-dioxopiperidin-3-yl)isoindoline-1,3-dione FC(CCCCNC=1C=C2C(N(C(C2=CC1)=O)C1C(NC(CC1)=O)=O)=O)(CN1N=CC(=C1)C1=NC2=CC=CC=C2N=C1)F